6-fluoro-3-oxo-2,3-dihydro-1H-inden FC1=CC=C2C(CCC2=C1)=O